N1C=NC2=C1C=CC(=C2)N2C([C@@H]([C@@H]2C2=CC=C(C=C2)C=2C=NN(C2)C(F)(F)F)C2CC2)=O (3R,4R)-1-(1H-benzo[d]imidazol-5-yl)-3-cyclopropyl-4-(4-(1-(trifluoromethyl)-1H-pyrazol-4-yl)phenyl)azetidin-2-one